dinitrosocyclopentanetetramine N(=O)C1(CC(C(C1)(N)N)(N)N)N=O